isobutyl 3-(1-((1-(2-(((4-chlorophenyl)methyl)sulfonamido)ethyl)piperidin-4-yl)methyl)-1H-1,2,3-triazol-4-yl)-5-fluoro-1H-indole-2-carboxylate ClC1=CC=C(C=C1)CS(=O)(=O)NCCN1CCC(CC1)CN1N=NC(=C1)C1=C(NC2=CC=C(C=C12)F)C(=O)OCC(C)C